CC=1C=CC=C2C(=CC=NC12)NC[C@@H]1CC[C@H](CC1)C(=O)N1CCCCC1 trans-N-{4-{[(8-methylquinolin-4-yl)amino]methyl}cyclohexyl}formylpiperidine